tert-butyllaurate C(C)(C)(C)OC(CCCCCCCCCCC)=O